FC1=CC2=C(N=C(S2)C=2C=CC(=C(OCCCCCCC(=O)NO)C2)OC)C=C1 7-(5-(6-fluorobenzo[d]thiazol-2-yl)-2-methoxyphenoxy)-N-hydroxyheptanamide